(R)-1-((S)-4-benzyl-2-thioxooxazolidin-3-yl)-2-(2-methyl-1,3-dioxolan-2-yl)pent-4-en-1-one C(C1=CC=CC=C1)[C@@H]1N(C(OC1)=S)C([C@H](CC=C)C1(OCCO1)C)=O